4-[4-iodo-6-[2-(oxan-2-yloxy)ethoxy]pyridin-2-yl]morpholine IC1=CC(=NC(=C1)OCCOC1OCCCC1)N1CCOCC1